(cis)-3-{5-[N-(2-cyclopropyl-4-iodo-5-methylphenyl)but-2-ynamido]-1-methyl-3-oxopyrazolo[4,3-b]pyridin-2-yl}cyclobutane-1-carboxylic acid C1(CC1)C1=C(C=C(C(=C1)I)C)N(C(C#CC)=O)C1=CC=C2C(=N1)C(N(N2C)[C@H]2C[C@H](C2)C(=O)O)=O